(2S)-2-[[(2S)-2-amino-4-[5-[bis(2-chloroethyl)amino]-1-methyl-benzimidazol-2-yl]butanoyl]amino]-4-methyl-pentanoic acid methyl ester dihydrochloride Cl.Cl.COC([C@H](CC(C)C)NC([C@H](CCC1=NC2=C(N1C)C=CC(=C2)N(CCCl)CCCl)N)=O)=O